(2-(methacryloyloxy)ethyl)phosphorylcholine C(C(=C)C)(=O)OCCP(=O)=C(O)C[N+](C)(C)C